ClC1=C(C=C(C=N1)S(=O)(=O)N(C1=C(N=CS1)C(=O)OC(C)(C)C)CC1=CC=C(C=C1)OC)F Tert-butyl 5-[(6-chloro-5-fluoro-3-pyridyl)sulfonyl-[(4-methoxyphenyl)methyl]amino]thiazole-4-carboxylate